ClC=1C=C(C=CC1)N(S(=O)(=O)C1CCN(CC1)C1COC1)CC1=CC=C(C=C1)C=1OC(=NN1)C(F)F N-(3-chlorophenyl)-N-(4-(5-(difluoromethyl)-1,3,4-oxadiazol-2-yl)benzyl)-1-(oxetan-3-yl)piperidine-4-sulfonamide